C(CCCCCCC)(=O)OC(CCCCC)CC ethylhexanol octanoate